5,5-dimethyl-3-(4-{[2-methyl-6-(trifluoromethyl)phenyl]methoxy}phenyl)imidazolidine-2,4-dione CC1(C(N(C(N1)=O)C1=CC=C(C=C1)OCC1=C(C=CC=C1C(F)(F)F)C)=O)C